ClC1=C(C(=O)O)C(=CN=C1)NC1=C(C=C(C=C1)I)F 3-chloro-5-((2-fluoro-4-iodophenyl)amino)isonicotinic acid